2-[(E)-3-[3-[(2,2,2-Trifluoroacetyl)amino]phenyl]prop-2-enoyl]benzoic acid FC(C(=O)NC=1C=C(C=CC1)/C=C/C(=O)C1=C(C(=O)O)C=CC=C1)(F)F